FC1=C(N)C=CC(=C1)C1=C(C=NC=C1)OC 2-fluoro-4-(3-methoxypyridin-4-yl)aniline